7-methoxy-2-methyl-N-((R)-1-(4-(2-((methylamino)methyl)phenyl)selenophen-2-yl)ethyl)-6-(((S)-tetrahydrofuran-3-yl)oxy)quinazolin-4-amine COC1=C(C=C2C(=NC(=NC2=C1)C)N[C@H](C)C=1[Se]C=C(C1)C1=C(C=CC=C1)CNC)O[C@@H]1COCC1